F[C@H](CNC1=NC=C(C(=N1)NC1CCC(CC1)O)C1=NC=CC(=C1)OCCF)CC (1S,4r)-4-((2-(((S)-2-fluorobutyl)amino)-5-(4-(2-fluoroethoxy)pyridin-2-yl)pyrimidin-4-yl)amino)cyclohexan-1-ol